(S)-3-((S)-2-(3-amino-2-oxopyridin-1(2H)-yl)-3-cyclopropylpropanamido)-N-benzyl-2-oxo-4-((S)-2-oxopyrrolidin-3-yl)butanamide NC=1C(N(C=CC1)[C@H](C(=O)N[C@H](C(C(=O)NCC1=CC=CC=C1)=O)C[C@H]1C(NCC1)=O)CC1CC1)=O